N-(3-chloro-4-fluorophenyl)-3-(2-(((1S,2R)-2-hydroxycyclopentyl)amino)-2-oxoacetyl)-2-methyl-5,6,7,8-tetrahydroindolizine-1-carboxamide ClC=1C=C(C=CC1F)NC(=O)C=1C(=C(N2CCCCC12)C(C(=O)N[C@@H]1[C@@H](CCC1)O)=O)C